4-methyl-3-{2-methyl-6-[4-(trifluoromethyl)phenoxy]pyrimidin-4-yl}-1-(4-methylbenzenesulfonyl)-1H,4H,5H-pyrrolo[3,2-b]pyridin-5-one CN1C2=C(C=CC1=O)N(C=C2C2=NC(=NC(=C2)OC2=CC=C(C=C2)C(F)(F)F)C)S(=O)(=O)C2=CC=C(C=C2)C